ClC1=NC=C(C(=N1)NCC1=C(C(=CC=C1)Cl)F)C(=O)N 2-chloro-4-((2-fluoro-3-chlorobenzyl)amino)pyrimidin-5-carboxamide